FC(C(=O)O)(F)F.N1CCC2(CC1)[C@@H](C1=CC=CC=C1C2)N[S@](=O)C(C)(C)C (R)-N-((S)-1,3-dihydrospiro[indene-2,4'-piperidine]-1-yl)-2-methylpropane-2-sulfinamide 2,2,2-trifluoroacetate